tert-butyl (1R,5S)-3-(7-benzyl-2-(((S)-1-methylpyrrolidin-2-yl)methoxy)-6-oxo-5,6,7,8-tetrahydropyrido[3,4-d]pyrimidin-4-yl)-3,8-diazabicyclo[3.2.1]octane-8-carboxylate C(C1=CC=CC=C1)N1CC=2N=C(N=C(C2CC1=O)N1C[C@H]2CC[C@@H](C1)N2C(=O)OC(C)(C)C)OC[C@H]2N(CCC2)C